O1C(CCCC1)OC(CC)CCCCCCCCC\C=C\CCCC (13E)-13-octadecen-3-yl tetrahydropyranyl ether